CN([C@@H](CC(C)C)C(=O)O)C(=O)C=1NC2=C(C(=C(C(=C2C1[2H])F)[2H])F)F N-methyl-N-(4,6,7-trifluoro-1H-indole-2-carbonyl-3,5-d2)-L-leucine